OC=1C(=NC=C(C1)O)CNCC=1C(=C(C=CC1)NC(OC(C)(C)C)=O)F tert-butyl (3-((((3,5-dihydroxypyridin-2-yl)methyl)amino)methyl)-2-fluorophenyl)carbamate